4-(3-(4-((4-([1,2,4]triazolo[4,3-c]pyrimidin-7-yloxy)-3-methylphenyl)amino)quinazolin-6-yl)phenyl)thiomorpholine N=1N=CN2C=NC(=CC21)OC2=C(C=C(C=C2)NC2=NC=NC1=CC=C(C=C21)C=2C=C(C=CC2)N2CCSCC2)C